(S)-N-(5-(2-((1S,2S)-2-fluorocyclopropane-1-carboxamido)thiazolo[5,4-b]pyridine-5-yl)-2-methylphenyl)-3-phenylisooxazolidine-2-carboxamide F[C@@H]1[C@@H](C1)C(=O)NC=1SC2=NC(=CC=C2N1)C=1C=CC(=C(C1)NC(=O)N1OCC[C@H]1C1=CC=CC=C1)C